4,4'-Bis(methoxymethyl)biphenyl COCC1=CC=C(C=C1)C1=CC=C(C=C1)COC